BrC=1C(=NC=C(C1N)C1C#C1)OC 3-bromo-5-(cyclopropynyl)-2-methoxypyridin-4-amine